FC1=CC(=NC=C1C=1C=NC(=CC1)N(C(=O)OC(C)(C)C)C)C1=CC=2C(=CN=CC2)N1C(=O)OC(C)(C)C Tert-Butyl 2-[4-fluoranyl-5-[6-[methyl-[(2-methylpropan-2-yl)oxycarbonyl] amino]pyridin-3-yl]pyridin-2-yl]pyrrolo[2,3-c]pyridine-1-carboxylate